((1r,3r)-3-((5-(3-(2,2-difluoroethyl)-2-methyl-3H-imidazo[4,5-b]pyridin-5-yl)pyrrolo[2,1-f][1,2,4]triazin-2-yl)amino)-1-methylcyclobutyl)(pyrrolidin-1-yl)methanone FC(CN1C(=NC=2C1=NC(=CC2)C=2C=CN1N=C(N=CC12)NC1CC(C1)(C)C(=O)N1CCCC1)C)F